FC1=C2C[C@@H](NC2=CC(=C1N1CC(NS1(=O)=O)=O)O)CO 5-[(2R)-4-fluoro-6-hydroxy-2-(hydroxymethyl)-2,3-dihydro-1H-indol-5-yl]-1λ6,2,5-thiadiazolidine-1,1,3-trione